BrC=1C=2N(C(=NC1)NC1=C(C=CC=3SC=CC31)F)C=C(N2)C#N 8-bromo-5-((5-fluorobenzo[b]thiophen-4-yl)amino)imidazo[1,2-c]pyrimidine-2-carbonitrile